C(C)(C)(C)C1=CC(=CC=2N(C=NC21)CCO)NC2=NC=C(C=N2)C=2OC(=NN2)C(F)F 2-(4-(tert-butyl)-6-((5-(5-(difluoromethyl)-1,3,4-oxadiazol-2-yl)pyrimidin-2-yl)amino)-1H-benzo[d]imidazol-1-yl)ethan-1-ol